2-(1-(4-Amino-3-(5-(aminomethyl)thiophen-2-yl)-1H-pyrazolo[3,4-d]pyrimidin-1-yl)ethyl)-3-(3-Fluorophenyl)-4H-chromen-4-one NC1=C2C(=NC=N1)N(N=C2C=2SC(=CC2)CN)C(C)C=2OC1=CC=CC=C1C(C2C2=CC(=CC=C2)F)=O